O=C1NC(CCC1N1C(C2=CC=CC(=C2C1=O)NCCOCCOCCOCCOCCOCCNC(OC(C)(C)C)=O)=O)=O tert-butyl (17-((2-(2,6-dioxopiperidin-3-yl)-1,3-dioxoisoindolin-4-yl)amino)-3,6,9,12,15-pentaoxaheptadecyl)carbamate